C(CCCCC)NC([C@H]([C@@H]([C@@H]([C@H](C(=O)O)O)O)O)O)=O N-hexyl-D-galactaric acid amide